C1(CCCC1)C1=NOC2=C1N=C(NC2=O)C2=CC=C(C=C2)CO 3-cyclopentyl-5-(4-(hydroxymethyl)phenyl)isoxazolo[4,5-d]pyrimidin-7(6H)-one